(R)-1-(2-chloro-1H-indol-3-yl)propan-2-amine ClC=1NC2=CC=CC=C2C1C[C@@H](C)N